N,N-dimethyl-guanidine tert-Butyl-N-[2-tert-butoxy-1-(4,8-difluoro-6-formyl-3,5,6,7-tetrahydrocyclopenta[f]benzimidazol-2-yl)ethyl]-N-methyl-carbamate C(C)(C)(C)CN(C(O)=O)C(COC(C)(C)C)C=1NC2=C(N1)C(=C1C(=C2F)CC(C1)C=O)F.CN(C(=N)N)C